NC1=C(C(=O)C2=CC=C(C=C2)C)C=CC=C1 2-amino-4'-methylbenzophenone